(3R)-4-amino-N-ethyl-3-methyl-N-((1R)-1-(6-(trifluoromethyl)-3-pyridazinyl)ethyl)-1,3-dihydrofuro[3,4-c]quinoline-8-carboxamide NC1=NC=2C=CC(=CC2C2=C1[C@H](OC2)C)C(=O)N([C@H](C)C=2N=NC(=CC2)C(F)(F)F)CC